CN1CCC(CC1)C=1OC(=NN1)[C@@]12CNC[C@]2(C1)C(F)(F)F 2-(1-methylpiperidin-4-yl)-5-((1S,5R)-5-(trifluoromethyl)-3-azabicyclo[3.1.0]hex-1-yl)-1,3,4-oxadiazole